6,6',6''-(benzene-1,3,5-triyltris(oxy))tris(5-methylpyridin-3-amine) C1(=CC(=CC(=C1)OC1=C(C=C(C=N1)N)C)OC1=C(C=C(C=N1)N)C)OC1=C(C=C(C=N1)N)C